biscarbonylruthenium(II) C(=O)=[Ru+2]=C=O